OCCCC(C)OC1=C(C#N)C=CC(=N1)N1C(N(C2=NC=CC(=C21)OCC(=C)C)COCC[Si](C)(C)C)=O 2-((5-hydroxypentan-2-yl)oxy)-6-(7-((2-methylallyl)oxy)-2-oxo-3-((2-(trimethylsilyl)ethoxy)-methyl)-2,3-dihydro-1H-imidazo[4,5-b]pyridin-1-yl)nicotinonitrile